C(C)OC(CCC1=C(C=CC(=C1)C)S(=O)(=O)[O-])(CCC1=C(C=CC(=C1)C)S(=O)(=O)[O-])C 3-ethoxy-3-methylpentane-1,5-diylbis(4-methylbenzenesulfonate)